N1=NN(C2=NC=CC=C21)C2=CC(=C(C(=O)N(C1=NC=CC=C1Br)[C@H]1CN(CCC1)C(=O)OC(C)(C)C)C=C2)F (R)-tert-butyl 3-(4-(3H-[1,2,3]triazolo[4,5-b]pyridin-3-yl)-N-(3-bromopyridin-2-yl)-2-fluorobenzamido)piperidine-1-carboxylate